2-{6-[(1r,6s)-3,8-diazabicyclo[4.2.0]oct-8-yl][1,3]thiazolo[4,5-c]pyridazin-3-yl}-5-(1H-pyrazol-4-yl)phenol [C@@H]12CNCC[C@H]2CN1C=1SC2=C(N=NC(=C2)C2=C(C=C(C=C2)C=2C=NNC2)O)N1